N,N,N-tributyl-(4-vinylbenzyl)ammonium chloride [Cl-].C(CCC)[N+](CCCC)(CCCC)CC1=CC=C(C=C1)C=C